C[Si](CCOCN(C1=NC=NN2C1=CC=C2B(O)O)COCC[Si](C)(C)C)(C)C [4-[bis[[2-(trimethylsilyl)ethoxy]methyl]amino]pyrrolo[2,1-f][1,2,4]triazin-7-yl]-Boronic acid